C(C)(C)(C)C=1C=C(C=C(C1OC)C(C)(C)C)P(C1=C(C2=C(OCO2)C=C1)C1=C(C=CC=2OCOC21)P(C2=CC(=C(C(=C2)C(C)(C)C)OC)C(C)(C)C)C2=CC(=C(C(=C2)C(C)(C)C)OC)C(C)(C)C)C2=CC(=C(C(=C2)C(C)(C)C)OC)C(C)(C)C (R)-(-)-5,5'-bis[bis(3,5-di-tert-butyl-4-methoxyphenyl)phosphino]-4,4'-bi-1,3-benzodioxole